2-((5-chloro-2-(trifluoromethyl)phenyl)amino)-2-oxoacetic acid ClC=1C=CC(=C(C1)NC(C(=O)O)=O)C(F)(F)F